(S)-2-(1-(4-chloro-1-methyl-1H-pyrazol-5-yl)cyclopropane-1-carboxamido)-4-(((R)-2-methoxypropyl)(4-(5,6,7,8-tetrahydro-1,8-naphthyridin-2-yl)butyl)amino)butanoic acid ClC=1C=NN(C1C1(CC1)C(=O)N[C@H](C(=O)O)CCN(CCCCC1=NC=2NCCCC2C=C1)C[C@@H](C)OC)C